tert-butyl (2-(2-(prop-2-yn-1-yloxy)ethoxy)ethyl)carbamate C(C#C)OCCOCCNC(OC(C)(C)C)=O